5-amino-3-methyl-6-(tetrahydro-2H-pyran-4-yl)pyridinecarbonitrile NC=1C=C(C(=NC1C1CCOCC1)C#N)C